C(C)C1=CC=C(C=C1)C1=CC=C(C=C1)C#C 4-ethyl-4'-ethynyl-1,1'-biphenyl